(S)-(3-Fluorophenyl)(4-(2-(pyridin-3-yl)ethyl)-7-azabicyclo[2.2.1]heptan-1-yl)methanol FC=1C=C(C=CC1)[C@H](O)C12CCC(CC1)(N2)CCC=2C=NC=CC2